FC(C1=CC=C(CN2C=CC3=CC(=CC=C23)C=2SC=C(N2)C(=O)N)C=C1)(F)F 2-(1-(4-(trifluoromethyl)benzyl)-1H-indol-5-yl)thiazole-4-carboxamide